(2,4,6-trimethylbenzoyl)-phosphine oxide CC1=C(C(=O)[PH2]=O)C(=CC(=C1)C)C